6-(1-(1-(azetidine-3-carbonyl)piperidin-4-yl)-1H-pyrazol-4-yl)-4-cyclobutoxypyrazolo[1,5-a]pyridine-3-carbonitrile N1CC(C1)C(=O)N1CCC(CC1)N1N=CC(=C1)C=1C=C(C=2N(C1)N=CC2C#N)OC2CCC2